CN1C(NC2=C1C=CC=C2)=O 1-methyl-2-oxo-2,3-dihydro-1H-benzo[d]imidazole